ethyl 1-[4-[[2-[5-(2,6-dibenzyloxy-3-pyridyl)-3-fluoro-2-pyridyl]-2-azaspiro[3.5]nonan-7-yl]oxy]-2-methyl-phenyl]pyrazole-4-carboxylate C(C1=CC=CC=C1)OC1=NC(=CC=C1C=1C=C(C(=NC1)N1CC2(C1)CCC(CC2)OC2=CC(=C(C=C2)N2N=CC(=C2)C(=O)OCC)C)F)OCC2=CC=CC=C2